propyl-piperidine bis(trifluoromethanesulfonyl)imide salt [N-](S(=O)(=O)C(F)(F)F)S(=O)(=O)C(F)(F)F.C(CC)N1CCCCC1